ON=C[C@@H]1C[C@@]2(CN1C([C@H](CC(C)C)N(C(OCC1=CC=CC=C1)=O)C)=O)C(NC1=CC=C(C=C12)C)=O benzyl ((S)-1-((3R,5'S)-5'-((hydroxyimino)methyl)-5-methyl-2-oxospiro[indoline-3,3'-pyrrolidin]-1'-yl)-4-methyl-1-oxopentan-2-yl)(methyl)carbamate